4-((4-(3,5-dimethyl-1H-1,2,4-triazol-1-yl)-2,6-difluorobenzyl)oxy)phenyl sulfurofluoridate S(OC1=CC=C(C=C1)OCC1=C(C=C(C=C1F)N1N=C(N=C1C)C)F)(=O)(=O)F